COCOC1=CC=C(C=C1)O 4-(methoxymethoxy)phenol